niobium tantalum molybdenum tungsten rhenium [Re].[W].[Mo].[Ta].[Nb]